4-[(trans-4-aminocyclohexyl)amino]-N'-(2-chloro-5-fluoro-phenyl)-6-(2-methoxy-5-methyl-4-pyridyl)pyrrolo[1,2-b]pyridazine-3-carboxamidine N[C@@H]1CC[C@H](CC1)NC=1C=2N(N=CC1C(=NC1=C(C=CC(=C1)F)Cl)N)C=C(C2)C2=CC(=NC=C2C)OC